ClC=1C=C2C3=C(NC2=CC1)[C@@H](N(CC3)C3=NC=CC(=N3)C#N)C[C@H]3COCCC3 2-[(1S)-6-chloro-1-{[(3S)-oxan-3-yl]methyl}-1,3,4,9-tetrahydro-2H-pyrido[3,4-b]indol-2-yl]pyrimidine-4-carbonitrile